4-(3-cyano-4-isobutoxy-phenyl)-1-methyl-imidazole-2-carboxylic acid ethyl ester C(C)OC(=O)C=1N(C=C(N1)C1=CC(=C(C=C1)OCC(C)C)C#N)C